3,4-dihydroxybenzopyran OC=1COC2=C(C1O)C=CC=C2